FC1(CCOC=2C1=NC=CC2C(C)O)F 1-(4,4-difluoro-3,4-dihydro-2H-pyrano[3,2-b]pyridin-8-yl)ethan-1-ol